azatetradecane-1,2,14-tricarboxylate N(C(CCCCCCCCCCCCC(=O)[O-])C(=O)[O-])C(=O)[O-]